COCC1=CC=CC(=N1)CN1N=NC(=C1)C1=NC(=NC(=C1)C1=C(C=CC=C1)OC)N 4-(1-{[6-(methoxymethyl)-2-pyridinyl]methyl}-1H-1,2,3-triazol-4-yl)-6-(o-methoxyphenyl)-2-pyrimidinylamine